3-[4-(4-phenoxyphenoxy)phenoxy]benzoic acid O(C1=CC=CC=C1)C1=CC=C(OC2=CC=C(OC=3C=C(C(=O)O)C=CC3)C=C2)C=C1